1'-(oxybis(4,1-phenylene))bis(3-(2-chlorophenyl)urea) O(C1=CC=C(C=C1)NC(=O)NC1=C(C=CC=C1)Cl)C1=CC=C(C=C1)NC(=O)NC1=C(C=CC=C1)Cl